4-Carboxymethyl-piperazine C(=O)(O)CN1CCNCC1